NC=1C(=CC=2N(C1)N=CC2C(=O)N2[C@@H](C1=C(CC2)NC=N1)C=1OC2=C(N1)C=C(C=C2)F)Cl (S)-(6-amino-5-chloropyrazolo[1,5-a]pyridin-3-yl)(4-(5-fluorobenzo[d]oxazol-2-yl)-6,7-dihydro-1H-imidazo[4,5-c]pyridin-5(4H)-yl)methanone